(R)-3-(1H-pyrazol-5-yl)-N-(6-(trifluoromethyl)chroman-3-yl)-5,6,7,8-tetrahydropyrazolo[5,1-b][1,3]oxazepin-2-carboxamide N1N=CC=C1C=1C(=NN2C1OCCCC2)C(=O)N[C@H]2COC1=CC=C(C=C1C2)C(F)(F)F